CN(C)CNC1=C(C(=O)OC)C=C(C(=C1)OC)OC methyl (Z)-2-((dimethylamino) methylamino)-4,5-dimethoxybenzoate